indane cyanate [O-]C#N.C1CCC2=CC=CC=C12